ClC=1C=C(C=CC1F)NC1=NC=NC2=CC(=C(C=C12)NC(C=C)=O)OCCCN1CCN(CC1)CC1=C(C=CC=C1)C1C(NC(CC1)=O)=O N-(4-((3-chloro-4-fluorophenyl)amino)-7-(3-(4-(2-(2,6-dioxopiperidin-3-yl)benzyl)piperazin-1-yl)propoxy)quinazolin-6-yl)acrylamide